C(CCCCCCCCC(=O)OCCOCC(CC)CC)(=O)OCCOCC(CC)CC di[2-(2-ethylbutoxy) ethyl] sebacate